FC=1C(=CC=2C3=C(NC(C2C1)=O)COC[C@@H]3N(C(=O)C=3C=C1C(=NN(C1=CC3)C(F)F)C)C)F (R)-N-(8,9-difluoro-6-oxo-1,4,5,6-tetrahydro-2H-pyrano[3,4-c]isoquinolin-1-yl)-1-(difluoromethyl)-N,3-dimethyl-1H-indazole-5-carboxamide